(S)-tert-butyl (2-amino-1-phenylethyl)carbamate NC[C@H](C1=CC=CC=C1)NC(OC(C)(C)C)=O